(R)-3-(5-(2-((R)-7-methyl-5,6,7,8-tetrahydro-1,8-naphthyridin-2-yl)ethoxy)-1H-indazol-1-yl)-3-(2-methylpyrimidin-5-yl)propanoic acid C[C@@H]1CCC=2C=CC(=NC2N1)CCOC=1C=C2C=NN(C2=CC1)[C@H](CC(=O)O)C=1C=NC(=NC1)C